2-[5-[1-(2-Fluoro-6-methyl-phenyl)-piperidin-4-yl]-6-oxo-7-(2-trifluoromethyl-benzyl)-4,5,6,7-tetrahydro-pyrazolo[3,4-d]pyrimidin-2-yl]-2-methyl-propionitril FC1=C(C(=CC=C1)C)N1CCC(CC1)N1C(N(C=2C(C1)=CN(N2)C(C#N)(C)C)CC2=C(C=CC=C2)C(F)(F)F)=O